methyl 4-[3-[2,6-dichloro-4-(3,8-diazabicyclo[3.2.1]octan-3-yl)benzoyl]-2,4-dihydro-1,3-benzoxazin-8-yl]-5-fluoro-2-(3-oxa-8-azabicyclo[3.2.1]octan-8-yl)benzoate 2,2,2-trifluoroacetate FC(C(=O)O)(F)F.ClC1=C(C(=O)N2COC3=C(C2)C=CC=C3C3=CC(=C(C(=O)OC)C=C3F)N3C2COCC3CC2)C(=CC(=C1)N1CC2CCC(C1)N2)Cl